(S)-(5-(6-(4-fluorophenoxy)-1H-indole-2-carboxamido)pentane-1,4-diyl)dicarbamic acid di-tert-butyl ester C(C)(C)(C)OC(NCCC[C@@H](CNC(=O)C=1NC2=CC(=CC=C2C1)OC1=CC=C(C=C1)F)NC(OC(C)(C)C)=O)=O